N1=C(C(=CC2=CC=CC=C12)C(=O)O)C1=NC2=CC=CC=C2C=C1 2,2'-biquinolinic acid